(S)-4-ethoxy-6-(1-(7-(2-(ethyl(methyl)amino)ethyl)-1-oxo-5-(6-oxo-4-(trifluoromethyl)-1,6-dihydropyridin-3-yl)-3,4-dihydroisoquinolin-2(1H)-yl)ethyl)nicotinonitrile C(C)OC1=CC(=NC=C1C#N)[C@H](C)N1C(C2=CC(=CC(=C2CC1)C1=CNC(C=C1C(F)(F)F)=O)CCN(C)CC)=O